O[C@H]1C[C@H]2C[C@H]([C@H]3[C@@H]4CC[C@H]([C@@H](CCC(=O)NCS(=O)(=O)O)C)[C@]4([C@H](C[C@@H]3[C@]2(CC1)C)O)C)O 1-[(3α,7α,12α-trihydroxy-24-oxo-5β-cholan-24-yl)amino]methanesulfonic acid